ClC=1C=CC=C2C(=NC(=NC12)C=1C=NC(=CC1)Cl)C(=O)N 8-Chloro-2-(6-chloro-3-pyridyl)quinazoline-4-carboxamide